6-(4-fluorophenyl)-N-[(3-methyl-1,2,4-oxadiazol-5-yl)methyl]pyrido[2,3-d]pyrimidin-4-amine FC1=CC=C(C=C1)C1=CC2=C(N=CN=C2NCC2=NC(=NO2)C)N=C1